C1(CC=CC=C1)=O 1-benzeneOne